tert-butyl (R)-4-(2-(3-(3-(cyclopropyl(4-(3-methyl-1H-pyrazol-4-yl)benzyl) carbamoyl)piperidin-1-yl)phenoxy)-2-methylpropanoyl)piperazine-1-carboxylate C1(CC1)N(C(=O)[C@H]1CN(CCC1)C=1C=C(OC(C(=O)N2CCN(CC2)C(=O)OC(C)(C)C)(C)C)C=CC1)CC1=CC=C(C=C1)C=1C(=NNC1)C